CN(CCN1C(=NC2=C1C=CC(=C2)S(=O)(=O)C2CN(C2)CCO)CC(C)(C)C)C 2-[3-({1-[2-(dimethylamino)ethyl]-2-(2,2-dimethylpropyl)-1H-1,3-benzodiazol-5-yl}sulfonyl)azetidin-1-yl]ethan-1-ol